didodecyl-butane diphosphonate P(=O)(O)OP(=O)O.C(CCCCCCCCCCC)C(C(C)CCCCCCCCCCCC)C